methyl-d3-1,4,6,7-tetrahydro-5H-imidazo[4,5-c]pyridine-5-carboxylic acid tert-butyl ester C(C)(C)(C)OC(=O)N1CC2=C(CC1)N(C=N2)C([2H])([2H])[2H]